Cl.CC1(OB(OC1(C)C)C=1CCCNCC1)C 5-(4,4,5,5-tetramethyl-1,3,2-dioxaborolan-2-yl)-2,3,4,7-tetrahydro-1H-azepine HCl salt